rac-(1S,3R)-3-((1-((6-chloropyridin-3-yl)amino)isoquinolin-6-yl)oxy)cyclopentan-1-ol ClC1=CC=C(C=N1)NC1=NC=CC2=CC(=CC=C12)O[C@H]1C[C@H](CC1)O |r|